tert-butyl N-[6-[2-[6-[(6-fluoro-2-pyridyl)sulfonylamino]-3-[3-(3,3,3-trifluoro-2,2-dimethyl-propoxy)pyrazol-1-yl]pyrazin-2-yl]phenyl]hexyl]carbamate FC1=CC=CC(=N1)S(=O)(=O)NC1=CN=C(C(=N1)C1=C(C=CC=C1)CCCCCCNC(OC(C)(C)C)=O)N1N=C(C=C1)OCC(C(F)(F)F)(C)C